1-(tert-butyl)-N'-(2,4-dimethylbenzyl)-4-(3-(trifluoromethyl)phenoxy)-1H-pyrazole-5-carbohydrazide C(C)(C)(C)N1N=CC(=C1C(=O)NNCC1=C(C=C(C=C1)C)C)OC1=CC(=CC=C1)C(F)(F)F